3-methyl-1-propargyl-quinoxalin CC=1CN(C2=CC=CC=C2N1)CC#C